5-((((2R,5S)-5-(2-Oxo-2-(4-(5-(trifluoromethyl)pyrimidin-2-yl)piperazin-1-yl)ethyl)tetrahydrofuran-2-yl)methyl)amino)-4-(trifluoromethyl)pyridazin-3(2H)-one O=C(C[C@@H]1CC[C@@H](O1)CNC1=C(C(NN=C1)=O)C(F)(F)F)N1CCN(CC1)C1=NC=C(C=N1)C(F)(F)F